5-((6-methyl-5-(3-methylbut-1-ynyl)pyridin-2-yl)oxy)-1H-1,2,3-triazole-4-carboxylic acid CC1=C(C=CC(=N1)OC1=C(N=NN1)C(=O)O)C#CC(C)C